(+/-)-(trans)-2-ethoxycyclopropylamine, hydrochloride Cl.C(C)O[C@H]1[C@@H](C1)N |r|